ClC1=C(C=CC(=C1)F)S(=O)(=O)N1CC2(C1)CN(C2)C(=O)N2CC1(C2)CC(C1)C1=NN=C(N1)C1CC1 [2-(2-chloro-4-fluoro-phenyl)sulfonyl-2,6-diazaspiro[3.3]heptan-6-yl]-[6-(5-cyclopropyl-4H-1,2,4-triazol-3-yl)-2-azaspiro[3.3]heptan-2-yl]methanone